Tert-butyl N-[(1S)-2-[4-[[tert-butyl(diphenyl)silyl]oxymethyl]cyclohexoxy]-1-deuterio-1-methyl-ethyl]carbamate [Si](C1=CC=CC=C1)(C1=CC=CC=C1)(C(C)(C)C)OCC1CCC(CC1)OC[C@@](C)([2H])NC(OC(C)(C)C)=O